C(C)(C)(C)OC(=O)N1C2C(C(CC1CC2)=O)=CN(C)C 2-dimethylaminomethylene-3-oxo-8-azabicyclo[3.2.1]Octane-8-carboxylic acid tert-butyl ester